N-{(5R*,8S*)-9-[3-(4-fluorophenyl)-1,2,4-oxadiazol-5-yl]-5,6,7,8-tetrahydro-4H-5,8-epiminocyclohepta[d][1,3]thiazol-2-yl}-N'-methylurea FC1=CC=C(C=C1)C1=NOC(=N1)N1[C@@H]2CC[C@H]1C1=C(N=C(S1)NC(=O)NC)C2 |o1:13,16|